N1(N=NC2=C1C=CC=C2)C(CC2CC2)=O 1-(1H-benzotriazol-1-yl)-2-cyclopropylethanone